BrC=1C=CC(=NC1Cl)C#N 5-bromo-6-chloro-pyridine-2-carbonitrile